ethyl dihydro-1H-pyrazole-5-carboxylate N1NCC=C1C(=O)OCC